NCCC=1C(N(C=CC1)CCCO[Si](C1=CC=CC=C1)(C1=CC=CC=C1)C(C)(C)C)=O 3-(2-aminoethyl)-1-(3-((tert-butyldiphenylsilyl)oxy)propyl)pyridin-2(1H)-one